C(CCCCCC\C=C/CCCCCCCC)C1(C=NC(N1CCCN1CCCC1)C(=O)[O-])CCCCCCC\C=C/CCCCCCCC 5,5-di((Z)-heptadec-8-en-1-yl)-1-(3-(pyrrolidin-1-yl)propyl)-2,5-dihydro-1H-imidazole-2-carboxylate